CCCCC\C=C/C\C=C/CCCCCCCCC(CCCCCCCC\C=C/C\C=C/CCCCC)ONCC(N(C)C)=O 6Z,9Z,28Z,31Z-heptatriaconta-6,9,28,31-tetraen-19-yloxy(N,N-dimethylcarbamoylmethyl)amine